glycineAT NCC(=O)[O-]